C(C)OC(=O)[C@H]1N([C@H]1C1COC1)C(C1=CC=CC=C1)C1=CC=CC=C1 (2S,3S)-1-diphenylmethyl-3-(oxetan-3-yl)aziridine-2-carboxylic acid ethyl ester